[C@H]12CNC[C@H](CC1)N2C2=NC(=NC1=C(C(=C(C=C21)O)C2=CC(=CC1=CC=C(C(=C21)CC)F)O)F)OC[C@]21CCCN1C[C@@H](C2)F 4-((1R,5S)-3,8-diazabicyclo[3.2.1]octan-8-yl)-7-(8-ethyl-7-fluoro-3-hydroxynaphthalen-1-yl)-8-fluoro-2-(((2R,7aS)-2-fluorotetrahydro-1H-pyrrolizin-7a(5H)-yl)methoxy)quinazolin-6-ol